C1=CC=CC=2C3=CC=CC=C3C(C12)COC(=O)N[C@H](C(=O)O)[C@@H](C)OC(C)(C)C (2S,3R)-2-((((9H-fluoren-9-yl)methoxy)carbonyl)amino)-3-(tert-butoxy)butanoic acid